C1(=CC=CC=C1)N(S(=O)(=O)C)CC=1C=NC(=NC1)C=1OC(=NN1)C(F)(F)F N-phenyl-N-((2-(5-(trifluoromethyl)-1,3,4-oxadiazol-2-yl)pyrimidin-5-yl)methyl)methanesulfonamide